1-benzyl-4-(trifluoromethyl)triazole C(C1=CC=CC=C1)N1N=NC(=C1)C(F)(F)F